C(C)N(CC)[Si](Cl)(C)C (N,N-diethyl)aminodimethylchlorosilane